N-(cyclohexylmethyl)-4-(((2-(2,6-dioxopiperidin-3-yl)-1-oxoisoindolin-4-yl)thio)methyl)thiazole-2-carboxamide C1(CCCCC1)CNC(=O)C=1SC=C(N1)CSC1=C2CN(C(C2=CC=C1)=O)C1C(NC(CC1)=O)=O